ClC1=C(C=CC(=C1)C)NC=1C=C(C(=O)N2CCN(CC2)CC2=NC3=C(N2CC2=CN=CN2CC)C=C(C=C3)C(=O)O)C=CC1 2-[(4-{3-[(2-chloro-4-methylphenyl)amino]benzoyl}piperazin-1-yl)methyl]-1-[(1-ethyl-1H-imidazol-5-yl)methyl]-1H-1,3-benzodiazole-6-carboxylic acid